ClC=1C=NC(=NC1)CN1C(=NC2=C1C=C(C=C2)F)N2C[C@H]([C@H](CC2)OC)N (3R,4S)-1-(1-((5-Chloropyrimidin-2-yl)methyl)-6-fluoro-1H-benzo[d]imidazol-2-yl)-4-methoxypiperidin-3-amine